tert-butyl (2S,3S)-3-((5-(((R)-2-(methoxymethyl)pyrrolidin-1-yl)methyl)thiazol-2-yl) carbamoyl)-2-methylpyrrolidine-1-carboxylate COC[C@@H]1N(CCC1)CC1=CN=C(S1)NC(=O)[C@@H]1[C@@H](N(CC1)C(=O)OC(C)(C)C)C